i-propylinosine C(C)(C)[C@@]1([C@H](O)[C@H](O)[C@@H](CO)O1)N1C=NC=2C(O)=NC=NC12